4-(7-((7-(benzyloxy)heptyl)oxy)-4-chloro-1-methylphthalazin-6-yl)morpholine C(C1=CC=CC=C1)OCCCCCCCOC1=C(C=C2C(=NN=C(C2=C1)C)Cl)N1CCOCC1